4-(Tert-butyl)-N-(4-(tetrahydro-2H-pyran-4-yl)-3-(2H-tetrazol-5-yl)phenyl)piperidine-1-carboxamide C(C)(C)(C)C1CCN(CC1)C(=O)NC1=CC(=C(C=C1)C1CCOCC1)C=1N=NNN1